(2R,4S)-N-((2S)-1-((2-amino-3-methyl-6,7-dihydro-5H-cyclopenta[b]pyridin-5-yl)amino)-1-oxopropan-2-yl)-4-(4-fluorobenzyl)pyrrolidine-2-carboxamide NC1=C(C=C2C(=N1)CCC2NC([C@H](C)NC(=O)[C@@H]2NC[C@H](C2)CC2=CC=C(C=C2)F)=O)C